7-fluoro-2-((3S,4S)-3-hydroxy-4-((6-oxo-5-(trifluoromethyl)-1,6-dihydropyridazin-4-yl)amino)pentyl)-6-(5-(trifluoromethyl)pyrimidin-2-yl)isoquinolin-1(2H)-one FC1=C(C=C2C=CN(C(C2=C1)=O)CC[C@@H]([C@H](C)NC=1C=NNC(C1C(F)(F)F)=O)O)C1=NC=C(C=N1)C(F)(F)F